((4-(dimethylamino)-1-(2-(3-methoxyphenethyl)phenoxy)butan-2-yl)oxy)-4,4-difluoro-5-oxopentanoic acid CN(CCC(COC1=C(C=CC=C1)CCC1=CC(=CC=C1)OC)OC(C(=O)O)CC(C=O)(F)F)C